1-[4-[(R)-amino(4,5-dichloro-2-hydroxyphenyl)methyl]piperidin-1-yl]-3-hydroxypropan-1-one N[C@H](C1CCN(CC1)C(CCO)=O)C1=C(C=C(C(=C1)Cl)Cl)O